C(C)(C)(C)C1=CC=C(C=C1)C1=C2C=C(CC2=CC=C1)C 4-(4'-tert-butylphenyl)-2-methyl-1H-indene